COC(=O)C1CC=2C(=NN(C2C)COCC[Si](C)(C)C)C1=O 3-methyl-6-oxo-2-{[2-(trimethylsilyl)ethoxy]methyl}-2H,4H,5H,6H-cyclopenta[c]pyrazole-5-carboxylic acid methyl ester